N-(1-((3-fluorophenyl)-amino)-2,3-dihydro-1H-inden-5-yl)acrylamide FC=1C=C(C=CC1)NC1CCC2=CC(=CC=C12)NC(C=C)=O